COC(C(C)NC1=C(C(=C(C=C1)Br)F)[N+](=O)[O-])=O 2-((4-bromo-3-fluoro-2-nitrophenyl)amino)propanoic acid methyl ester